(R)-3-(2-(4-(p-tolyl)piperazin-1-yl)ethyl)-8-((trifluoromethyl)sulfonyl)-2-oxa-8-azaspiro[4.5]decan-1-one C1(=CC=C(C=C1)N1CCN(CC1)CC[C@@H]1OC(C2(C1)CCN(CC2)S(=O)(=O)C(F)(F)F)=O)C